N[C@H](C(=O)O)CCC(NCCC(C)(C)N)=O (2S)-2-amino-4-[(3-amino-3-methylbutyl)carbamoyl]butanoic acid